C1(=CC=CC=C1)S(=O)(=O)N1C=NCC1 benzenesulfonyl-imidazoline